4-(3,5-dimethoxy-4-(piperazin-1-ylmethyl)phenyl)-6-methyl-1,6-dihydro-7H-pyrazolo[3,4-C]pyridin-7-one TFA salt OC(=O)C(F)(F)F.COC=1C=C(C=C(C1CN1CCNCC1)OC)C=1C2=C(C(N(C1)C)=O)NN=C2